NCC=1C=C(O[C@@H]2CN(C[C@H](C2)C2=CC=CC=C2)C(=O)N2CCS(CC2)(=O)=O)C=CC1 trans-(3-(3-(Aminomethyl)phenoxy)-5-phenylpiperidin-1-yl)(1,1-dioxidothio-morpholino)methanone